NC1CCC(CC1)NC(COC=1C=C2C(=C(NC2=CC1)C1=CC(=C(C=C1)OC)OC)C(C)C)=O N-(4-Aminocyclohexyl)-2-((2-(3,4-dimethoxyphenyl)-3-isopropyl-1H-indol-5-yl)oxy)acetamid